2-(5-chloro-1H-indol-3-yl)ethan-1-aminium 2-carboxybenzoate C(=O)(O)C1=C(C(=O)[O-])C=CC=C1.ClC=1C=C2C(=CNC2=CC1)CC[NH3+]